α-methyl-3-(trifluoromethyl)-1H-pyrazole-1-acetic acid chloride CC(C(=O)Cl)N1N=C(C=C1)C(F)(F)F